FC1=C(C=C(CC2CC3(CN(C3)C(=O)C3CC(C3)(C)O)C2)C=C1)C (6-(4-Fluoro-3-methylbenzyl)-2-azaspiro[3.3]heptan-2-yl)((1s,3s)-3-hydroxy-3-methylcyclobutyl)methanone